3-Thiocyanato-propyltrimethoxysilan S(C#N)CCC[Si](OC)(OC)OC